BrCCCCCCCC(=O)OCCCCCCCCCCCCCCCCCC octadecyl 8-bromooctanoate